N-[4-[(dimethylamino)methyl]phenyl]sulfonyl-2-[4-[2-(hydroxymethyl)phenyl]-2,6-di(propan-2-yl)phenyl]acetamide CN(C)CC1=CC=C(C=C1)S(=O)(=O)NC(CC1=C(C=C(C=C1C(C)C)C1=C(C=CC=C1)CO)C(C)C)=O